ON=C(C1=NC=C(C=C1)NC=1OC(=CN1)C=1C=NC(=CC1)C(F)(F)F)N N'-Hydroxy-5-((5-(6-(trifluoromethyl)pyridin-3-yl)oxazol-2-yl)amino)picolinimidamide